(4-fluorophenyl)-5-(methylsulfinyl)-1H-pyrazole-3-carboxylic acid FC1=CC=C(C=C1)N1N=C(C=C1S(=O)C)C(=O)O